F[C@@H]1[C@H](CNC1)NC1=NC(=CC=C1)C1=CN=C2N1C=CC(=C2)C2(CC2)C N-((3S,4S)-4-fluoropyrrolidin-3-yl)-6-(7-(1-methylcyclopropyl)imidazo[1,2-a]pyridin-3-yl)pyridin-2-amine